2-ethyl-1,3-dimethylbenzimidazolium C(C)C=1N(C2=C([N+]1C)C=CC=C2)C